4-(2-bromo-6-chloro-4-(dibenzylamino)benzyl)-2-isopropylphenol BrC1=C(CC2=CC(=C(C=C2)O)C(C)C)C(=CC(=C1)N(CC1=CC=CC=C1)CC1=CC=CC=C1)Cl